CN(C/C=C/C(=O)NC1=C(C=C(C(=C1)NC1=NC=CC(=N1)N1C(N2CCCC3=CC=CC1=C23)=O)OC)N(C)CCN(C)C)C (E)-4-(dimethylamino)-N-(2-((2-(dimethylamino)ethyl)(methyl)amino)-4-methoxy-5-((4-(2-oxo-5,6-dihydro-4H-imidazo[4,5,1-ij]quinolin-1(2H)-yl)pyrimidin-2-yl)amino)phenyl)but-2-enamide